OC(=O)C(F)(F)F.COC[C@@H]1C[C@H](CN1)C1=NN=C(O1)C(=O)N ((3R,5S)-5-(methoxymethyl)-pyrrolidin-3-yl)-1,3,4-oxadiazole-2-carboxamide TFA salt